4-chloro-5-((2-methyl-1,4-diazacycloheptan-1-yl)sulfonyl)isoquinolin-1-ol ClC1=CN=C(C2=CC=CC(=C12)S(=O)(=O)N1C(CNCCC1)C)O